5-[[6-[4-Fluoro-3-(trifluoromethyl)phenyl]pyrazolo[4,3-b]pyridin-1-yl]methyl]-3-methyl-1,2,4-oxadiazole FC1=C(C=C(C=C1)C=1C=C2C(=NC1)C=NN2CC2=NC(=NO2)C)C(F)(F)F